BrC1=C(C=NC=C1)NC1=C(C(=O)N(C(C)C)CC)C=C(C=C1)F 2-((4-bromopyridin-3-yl)amino)-N-ethyl-5-fluoro-N-isopropylbenzamide